C(C)C(CC=1C2=CC=CC=C2C=C2C=CC=CC12)CCCC 9-(2-ethylhexyl)anthracene